C(=O)C1=CC=C(C=C1)C1=NN2C(N=CC=C2C2=CC(=C(C=C2)CNC(OC(C)(C)C)=O)C)=C1 tert-butyl N-[[4-[2-(4-formylphenyl)pyrazolo[1,5-a]pyrimidin-7-yl]-2-methyl-phenyl]methyl]carbamate